2-(tert-Butoxycarbonyl)-N6-(4-(furan-2-yl)-2H-1,2,3-triazole-2-carbonyl)-L-lysine tert-butyl ester C(C)(C)(C)OC(C(N)(CCCCNC(=O)N1N=CC(=N1)C=1OC=CC1)C(=O)OC(C)(C)C)=O